CN1N=C2C(N(CCC2=C1S(=O)(=O)C(F)(F)F)C(=O)OC(C)(C)C)C tert-butyl 2,7-dimethyl-3-(trifluoromethanesulfonyl)-5,7-dihydro-4H-pyrazolo[3,4-c]pyridine-6-carboxylate